1-(1-(4-Methoxybenzyl)-2-oxo-1,2-dihydrobenzo[cd]indol-6-yl)-5-(trifluoromethyl)-N-(6-(trifluoromethyl)pyridazin-4-yl)-1H-pyrazole-4-carboxamide COC1=CC=C(CN2C(C3=C4C(C(=CC=C24)N2N=CC(=C2C(F)(F)F)C(=O)NC2=CN=NC(=C2)C(F)(F)F)=CC=C3)=O)C=C1